ClC1=CC(=C(C(=N1)C)[N+](=O)[O-])N[C@H](C)C1=C(C=C(C=C1)Cl)Cl (R)-6-chloro-N-(1-(2,4-dichlorophenyl)ethyl)-2-methyl-3-nitropyridin-4-amine